3-(9,9'-diphenylfluorene-4-yl)biphenyl C1(=CC=CC=C1)C1(C2=CC=CC=C2C=2C(=CC=CC12)C=1C=C(C=CC1)C1=CC=CC=C1)C1=CC=CC=C1